S(=O)(=O)(O)C(CO)CO.[K] potassium 2-sulfo-1,3-propanediol